Cl.N[C@@H]1CC[C@H](CC1)N(CC)CC1=CC=C(C=C1)N1C(N=C(C=C1)NC(=O)N1CCN(CC1)C(CN)=O)=O N-(1-(4-(((trans-4-Aminocyclohexyl)(ethyl)amino)methyl)phenyl)-2-oxo-1,2-dihydropyrimidin-4-yl)-4-glycylpiperazine-1-carboxamide hydrochloride salt